OC(CCC)C1=CC(=C(C=N1)C1=NC=C2C=C(N=CC2=C1)NC(C)=O)C N-{7-[6-(1-hydroxybutyl)-4-methylpyridin-3-yl]-2,6-naphthyridin-3-yl}acetamide